[Pr].[Re] rhenium-praseodymium